COC=1C=C2CCN(CC2=CC1NC1=NC2=CC(=C(C=C2C=N1)C#N)C1=C(C2=C(OCCN2)N=C1)C)C 2-[(6-methoxy-2-methyl-1,2,3,4-tetrahydroisoquinolin-7-yl)amino]-7-(8-methyl-2,3-dihydro-1H-pyrido[2,3-b][1,4]oxazin-7-yl)quinazoline-6-carbonitrile